N1(CCCC1)C=1C=C(C=CC1)C1=C(C=C(C=C1)C1CC=CC2=CC=CC=C12)C(F)(F)F 1-(3'-(pyrrolidin-1-yl)-2-(trifluoromethyl)-[1,1'-biphenyl]-4-yl)-1H-naphthalen